ClC1=NC2=CC=C(C=C2C(=C1)Cl)OC 2,4-dichloro-6-methoxyquinoline